BrC=1C=C(C=C(C1O)Br)C(=O)N1C2=C(O[C@H](C1)C)C=NN2 (S)-(3,5-dibromo-4-hydroxyphenyl)(5-methyl-5,6-dihydropyrazolo[4,3-b][1,4]oxazin-7(1H)-yl)methanone